ClC=1C=C(C=CC1)C(C(OC(=O)N[C@@H](CC(C)C)C(=O)O)C1=CC=C(C=C1)Cl)(C)C ((2-(3-chlorophenyl)-1-(4-chlorophenyl)-2-methylpropoxy)carbonyl)-L-leucine